6-Chloro-4-(cyclopentylamino)nicotinaldehyde ClC1=NC=C(C=O)C(=C1)NC1CCCC1